N-hexyl-pyridine chloride [Cl-].C(CCCCC)N1CC=CC=C1